BrC1=CC=C(C=C1)C(C(=O)NCC=1C=C2CN(C(C2=CC1)=O)C1C(NC(CC1)=O)=O)(F)F 2-(4-Bromophenyl)-N-((2-(2,6-dioxopiperidin-3-yl)-1-oxo-2,3-dihydro-1H-isoindole-5-yl)methyl)-2,2-difluoroacetamide